9,9',9'',9'''-(3,6-bis(6-methylpyridin-2-yl)benzene-1,2,4,5-tetrayl)tetrakis(9H-carbazole) CC1=CC=CC(=N1)C=1C(=C(C(=C(C1N1C2=CC=CC=C2C=2C=CC=CC12)N1C2=CC=CC=C2C=2C=CC=CC12)C1=NC(=CC=C1)C)N1C2=CC=CC=C2C=2C=CC=CC12)N1C2=CC=CC=C2C=2C=CC=CC12